((6-(difluoromethoxy)-2-(3'-(6-(difluoromethoxy)-5-(pyrrolidin-1-ylmethyl)benzo[d]oxazol-2-yl)-2,2'-dimethyl-[1,1'-biphenyl]-3-yl)benzo[d]oxazol-5-yl)methyl)-L-proline FC(OC1=CC2=C(N=C(O2)C=2C(=C(C=CC2)C2=C(C(=CC=C2)C=2OC3=C(N2)C=C(C(=C3)OC(F)F)CN3CCCC3)C)C)C=C1CN1[C@@H](CCC1)C(=O)O)F